trimelamine trioxalate C(C(=O)O)(=O)O.C(C(=O)O)(=O)O.C(C(=O)O)(=O)O.N1=C(N)N=C(N)N=C1N.N1=C(N)N=C(N)N=C1N.N1=C(N)N=C(N)N=C1N